CN1CCC(CC1)NC1=C2C=C(N(C2=CC=C1)CC(F)(F)F)C#CCNC1=CC=C(C=C1)S(=O)(=O)N 4-((3-(4-((1-methylpiperidin-4-yl)amino)-1-(2,2,2-trifluoroethyl)-1H-indol-2-yl)prop-2-yn-1-yl)amino)benzenesulfonamide